C(C1CO1)OCCCC[Si](OCC)(C)C 3-glycidoxypropyl-trimethyl-(ethoxysilane)